Arginine-hexadecanoyl ester C(CCCCCCCCCCCCCCC)(=O)OC([C@@H](N)CCCNC(N)=N)=O